1-(4-(6-chloro-8-fluoro-7-(2-fluoro-6-hydroxyphenyl)-2-(1-(2,2,2-trifluoroethyl)piperidin-4-yloxy)quinazolin-4-yl)piperazin-1-yl)prop-2-en-1-one ClC=1C=C2C(=NC(=NC2=C(C1C1=C(C=CC=C1O)F)F)OC1CCN(CC1)CC(F)(F)F)N1CCN(CC1)C(C=C)=O